ClC1=C(C(=C(C(=N1)C(=O)O)Cl)Cl)Cl tetrachloropyridinecarboxylic acid